CN(NC(CC1N(C(CC1)=O)CC1=CC=C(C=C1)C)=O)C N',N'-dimethyl-2-[1-[(4-methylphenyl)methyl]-5-oxopyrrolidin-2-yl]acetohydrazide